CC1=NOC(=C1)CC(=O)OCCN1N=C(C=2C(NCC3(CCOCC3)CC21)=O)CC 2-(3-ethyl-4-oxo-spiro[6,8-dihydro-5H-pyrazolo[4,3-c]azepine-7,4'-tetrahydropyran]-1-yl)ethyl 2-(3-methylisoxazol-5-yl)acetate